2-[[5-benzyloxy-2-fluoro-4-(1-hydroxy-1-methyl-ethyl)phenyl]methyl]-1H-benzimidazole-5-carboxylic acid C(C1=CC=CC=C1)OC=1C(=CC(=C(C1)CC1=NC2=C(N1)C=CC(=C2)C(=O)O)F)C(C)(C)O